N-(5-(6-cyclopentyl-1-oxo-3,4-dihydroisoquinolin-2(1H)-yl)-2-((2-methoxyethoxy)methoxy)phenyl)methanesulfonamide C1(CCCC1)C=1C=C2CCN(C(C2=CC1)=O)C=1C=CC(=C(C1)NS(=O)(=O)C)OCOCCOC